NC=1OC2=C(N1)C=C(C=C2)C=2C=C(C(=O)NC1=CC(=C(C=C1)CN1CCN(CC1)C)C(F)(F)F)C=CC2C 3-(2-aminobenzo[d]oxazol-5-yl)-4-methyl-N-(4-((4-methylpiperazin-1-yl)methyl)-3-(trifluoromethyl)phenyl)benzamide